N-(3-(2,3-dihydrobenzofuran-4-carboxamido)phenyl)-4-(pyrimidin-2-yl)piperazine-1-carboxamide O1CCC=2C1=CC=CC2C(=O)NC=2C=C(C=CC2)NC(=O)N2CCN(CC2)C2=NC=CC=N2